C(CCC)(=O)O.CN1C(CCC1)=O N-methyl-pyrrolidone butyrate